6-((2-Aminopyrimidin-5-yl)Methyl)-N-(3-(1,1-Difluoroethyl)Phenyl)-4,5,6,7-Tetrahydrothieno[2,3-c]Pyridin-3-Carboxamid NC1=NC=C(C=N1)CN1CC2=C(CC1)C(=CS2)C(=O)NC2=CC(=CC=C2)C(C)(F)F